4-(isopropyl-amino)-2-((4-(morpholine-4-carbonyl)-2,3-dihydro-benzofuran-7-yl)amino)-7H-pyrrolo[2,3-d]pyrimidine-5-carbonitrile C(C)(C)NC=1C2=C(N=C(N1)NC1=CC=C(C=3CCOC31)C(=O)N3CCOCC3)NC=C2C#N